(S)-N-(7-(3,3-dimethyl-4-morpholinobut-1-yn-1-yl)-5-methyl-4-oxo-2,3,4,5-tetrahydrobenzo[b][1,4]oxazepin-3-yl)-4-phenoxypicolinamide CC(C#CC1=CC2=C(OC[C@@H](C(N2C)=O)NC(C2=NC=CC(=C2)OC2=CC=CC=C2)=O)C=C1)(CN1CCOCC1)C